C(C1=CC=CC=C1)OC(C1=C(N=C(C=C1)C)N)=O 2-amino-6-methylnicotinic acid benzyl ester